N1-([1,1'-biphenyl]-4-yl)-2-chloro-N1-(3-(diphenylamino)phenyl)-N3,N3-diphenylbenzene-1,3-diamine C1(=CC=C(C=C1)N(C1=C(C(=CC=C1)N(C1=CC=CC=C1)C1=CC=CC=C1)Cl)C1=CC(=CC=C1)N(C1=CC=CC=C1)C1=CC=CC=C1)C1=CC=CC=C1